ClC1=CC=C2C3(CC=4C(=NOC4C2=C1)C(=O)N)CC3 8'-chloro-4'H-spiro[cyclopropane-1,5'-naphtho[2,1-d]isoxazole]-3'-carboxamide